[5-(2-chlorophenyl)-1,3,4-thiadiazol-2-yl]isoxazole-5-carboxamide ClC1=C(C=CC=C1)C1=NN=C(S1)C1=NOC(=C1)C(=O)N